Methyl 4-(1-methyl-7-oxo-1,4-diazepan-5-yl)benzoate CN1CCNC(CC1=O)C1=CC=C(C(=O)OC)C=C1